ClC=1C=C2C=NN(C2=C(C1)C(=O)NC1CC2(CC(C2)CC(=O)O)C1)CC=1C=NC(=NC1)C1=CC(=CC(=C1)OC)F (Sa)-2-(6-(5-chloro-1-((2-(3-fluoro-5-methoxyphenyl)pyrimidin-5-yl)methyl)-1H-indazole-7-carboxamido)spiro[3.3]heptan-2-yl)acetic acid